4-((s)-1-((s)-1-((5-(2,4-difluorophenoxy)pyrazin-2-yl)amino)-1-oxopropan-2-yl)-4,4-difluoropiperidin-3-yl)pyridine 1-oxide FC1=C(OC=2N=CC(=NC2)NC([C@H](C)N2C[C@@H](C(CC2)(F)F)C2=CC=[N+](C=C2)[O-])=O)C=CC(=C1)F